tert-butyl ((1r,3r)-3-(4-(2-(4-((5-morpholinyl-1,3,4-thiadiazol-2-yl)oxy)phenyl)propan-2-yl)phenoxy)cyclobutyl)carbamate N1(CCOCC1)C1=NN=C(S1)OC1=CC=C(C=C1)C(C)(C)C1=CC=C(OC2CC(C2)NC(OC(C)(C)C)=O)C=C1